tert-Butyl (3-amino-2,6-difluorophenyl)(propyl)carbamate NC=1C(=C(C(=CC1)F)N(C(OC(C)(C)C)=O)CCC)F